C(CC)OCC(COCCC)C 1,3-dipropyloxy-2-methylpropane